C(C)(C)SC1=NNC=N1 3-isopropylthio-1H-1,2,4-triazole